CN(C1CCN(CC1)C(=O)N1N=C(C=C1)C(=O)N)CC1=CC(=CC=C1)C(F)(F)F 1-(4-(methyl(3-(trifluoromethyl)benzyl)amino)piperidine-1-carbonyl)-1H-pyrazole-3-carboxamide